C(CCCCCCC)(=O)N[C@@H](CC1=CNC2=CC=CC=C12)C(=O)O N-octanoyl-tryptophan